P(=O)(O)(O)O[C@H]1[C@@](O[C@@H](C1)CO)(N1C=NC=2C(N)=NC=NC12)F fluoro-3'-deoxyadenosine-2'-phosphate